(1-fluoronaphthalen-2-yl)boric acid FC1=C(C=CC2=CC=CC=C12)OB(O)O